[N+](=O)([O-])CC(CCC)O 1-nitro-pentan-2-ol